ClC=1C(=NC(=NC1)N[C@H]1[C@@H](COCC1)O)C=1C=C2C=C(C(=NC2=C(C1)F)C)C(C([2H])([2H])[2H])(C([2H])([2H])[2H])O (3S,4R)-4-((5-chloro-4-(8-fluoro-3-(2-hydroxypropan-2-yl-1,1,1,3,3,3-d6)-2-methylquinolin-6-yl)pyrimidin-2-yl)amino)tetrahydro-2H-pyran-3-ol